ClC1=C(C(=O)O\N=C\C2=CC(=CC=C2)Br)C(=CC=C1)SC1=NC(=CC(=N1)OC)OC (E)-3-bromobenzaldehyde O-(2-chloro-6-((4,6-dimethoxypyrimidin-2-yl)thio)benzoyl) oxime